7-amino-8-(3-methoxy-2,6-dimethylphenyl)-4-methyl-8H-pyrrolo[3,2-e][1,2,4]triazolo[1,5-a]pyridine-6-carbonitrile NC1=C(C=2C=C(C=3N(C2N1C1=C(C(=CC=C1C)OC)C)N=CN3)C)C#N